C1(CC1)CNC1=NC(=CC2=C1N=C(N=C2)N[C@H]2[C@H](CN(C2)CCN(C)C)NC(C=C)=O)C2=C(C(=CC(=C2Cl)OC)OC)Cl N-((3S,4R)-4-((8-((cyclopropylmethyl)amino)-6-(2,6-dichloro-3,5-dimethoxyphenyl)pyrido[3,4-d]pyrimidin-2-yl)amino)-1-(2-(dimethylamino)ethyl)pyrrolidin-3-yl)acrylamide